The molecule is a member of the class of oxindoles that is oxindole (1,3-dihydro-2H-indol-2-one) in which one of the hydrogens at position 3 has been replaced by a methyl group. It is a member of oxindoles and a methylindole. CC1C2=CC=CC=C2NC1=O